C(#N)C=1C=C(C=C(C1)F)C#C\C=C/1\C(CN(CC1)C(=O)OCC)(C)C ethyl (4E)-4-[3-(3-cyano-5-fluorophenyl)prop-2-yn-1-ylidene]-3,3-dimethylpiperidine-1-carboxylate